[N+](=O)([O-])C1=C(C(=CC(=C1)[N+](=O)[O-])[N+](=O)[O-])C 2,4,6-TRINITROTOLUOL